FC(F)=C1CC(=CC2=CC=CC=C12)C difluoromethylene-3-methylnaphthalene